COC(=O)C=1N=CC2=C(N1)C(S(C2)(=O)=O)(C)C 7,7-dimethyl-5,7-dihydrothieno[3,4-d]pyrimidine-2-carboxylic acid methyl ester 6,6-dioxide